ethyl 5-cyano-4-(3-((3,4-difluorobenzyl)carbamoyl)pyrrolidin-1-yl)-2-(4-fluorophenethyl)-6-isobutylnicotinate C(#N)C=1C(=NC(=C(C(=O)OCC)C1N1CC(CC1)C(NCC1=CC(=C(C=C1)F)F)=O)CCC1=CC=C(C=C1)F)CC(C)C